FC(OC1=CC(=NN1)NC1=CN=C2C(=N1)N(N=C2)C[C@@H]2CC(NC2)=O)F (R)-4-((6-((5-(difluoromethoxy)-1H-pyrazol-3-yl)amino)-1H-pyrazolo[3,4-b]Pyrazin-1-yl)methyl)pyrrolidin-2-one